ClC1=CC=C(C(=N1)C1=CC(=C(C=C1)OS(=O)(=O)C(F)(F)F)C=O)NC(C)C=1C=C(C=C2C(C(=C(OC12)C(C)C)C)=O)C [4-[6-chloro-3-[1-(2-isopropyl-3,6-dimethyl-4-oxo-chromen-8-yl)ethyl amino]-2-pyridyl]-2-formyl-phenyl]trifluoromethanesulfonate